NC1=CC=C(C=C1)NC1=CC=C(C=C1)N N-(4-aminophenyl)-1,4-phenylenediamine